C(C)(C)(C)OC(=O)N1CC(C1)CN1C(=NC2=C1C(=CC(=C2)C(=O)OC)Cl)C2=CC=1C(=NC=CC1)N2CC2CC2 methyl 1-((1-(tert-butoxycarbonyl) azetidin-3-yl) methyl)-7-chloro-2-(1-(cyclopropylmethyl)-1H-pyrrolo[2,3-b]pyridin-2-yl)-1H-benzo[d]imidazole-5-carboxylate